NCCCNC(=O)C1CC2C(C2C1)C(F)(F)C1=CC(=NC(=C1)N1CCN(CC1)S(=O)(=O)C1=CC=C(C=C1)N1C(C[C@H](C1)N)=O)Cl N-(3-aminopropyl)-6-[[2-chloro-6-[4-[4-[(4R)-4-amino-2-oxo-pyrrolidin-1-yl]phenyl]sulfonylpiperazin-1-yl]-4-pyridyl]-difluoro-methyl]bicyclo[3.1.0]hexane-3-carboxamide